O1CCCC=C1C1=NN2C(N(C(=C(C2=O)N2CCN(CC2)C(C2=NC=CC=C2O)=O)CC)CC(=O)NC2=CC=C(C=C2)C(F)(F)F)=N1 2-(2-(3,4-dihydro-2H-pyran-6-yl)-5-ethyl-6-(4-(3-hydroxypicolinoyl)piperazin-1-yl)-7-oxo-[1,2,4]triazolo[1,5-a]pyrimidin-4(7H)-yl)-N-(4-(trifluoromethyl)phenyl)acetamide